C(C1=CC=CC=C1)C1CCN(CC1)CCCCCCOC=1C=C2C(=CC(=NC2=CC1)CCCC)OC 6-((6-(4-benzylpiperidin-1-yl)hexyl)oxy)-2-butyl-4-methoxyquinoline